NC1=C(C=C(N=N1)C1=C(C=CC=C1)O)N1CC2CCC(C1)N2C2=CC(=NC=C2)C#CCN2CC(CCCC2)(C)F 2-[6-amino-5-[8-[2-[3-(3-fluoro-3-methyl-azepan-1-yl)prop-1-ynyl]-4-pyridyl]-3,8-diazabicyclo[3.2.1]octan-3-yl]pyridazin-3-yl]phenol